C(CCC)CC(C1=CC=CC=C1)=O butylbenzoylmethane